FC(C=1C=C(C=C(C1)C(F)(F)F)CC(=O)N1C[C@](OCC1)(C1=CC(=C(C=C1)Cl)Cl)CCN1CCC(CC1)C(C(=O)N)(C)C)(F)F 2-[1-[2-[(2R)-4-[2-[3,5-bis(trifluoromethyl)phenyl]acetyl]-2-(3,4-dichlorophenyl)morpholin-2-yl]ethyl]piperidin-4-yl]-2-methylpropanamide